endo-(8-{2-[cyclohexylmethyl-(1-hydroxy-cyclopropanecarbonyl)-amino]ethyl}-8-azabicyclo[3.2.1]oct-3-yl)-benzamide C1(CCCCC1)CN(CCN1C2CC(CC1CC2)C2=C(C(=O)N)C=CC=C2)C(=O)C2(CC2)O